4-(5-(3-((2-(4-ethoxy-4-oxobutanoyl)-4-fluoro-6-methoxyisoindolin-5-yl)oxy)propoxy)-6-methoxyisoindolin-2-yl)-4-oxobutanoic acid ethyl ester C(C)OC(CCC(=O)N1CC2=CC(=C(C=C2C1)OCCCOC=1C(=C2CN(CC2=CC1OC)C(CCC(=O)OCC)=O)F)OC)=O